(S)-2-(azetidin-3-yl)-5-(3,5-difluorophenyl)-2,5,6,7-tetrahydro-3H-pyrrolo[2,1-c][1,2,4]triazol-3-one hydrochloride Cl.N1CC(C1)N1N=C2N(C1=O)[C@@H](CC2)C2=CC(=CC(=C2)F)F